6-((1-Acryloyl-3-(3-chloro-2-methylphenyl)azetidin-3-yl)amino)-1-isopropyl-3,3-dimethylindolin-2-one C(C=C)(=O)N1CC(C1)(C1=C(C(=CC=C1)Cl)C)NC1=CC=C2C(C(N(C2=C1)C(C)C)=O)(C)C